6-hydroxy-5-[(2-methoxy-5-methyl-4-sulfophenyl)azo]-2-naphthalenesulfonic acid aluminum salt [Al+3].OC=1C(=C2C=CC(=CC2=CC1)S(=O)(=O)[O-])N=NC1=C(C=C(C(=C1)C)S(=O)(=O)[O-])OC.OC=1C(=C2C=CC(=CC2=CC1)S(=O)(=O)[O-])N=NC1=C(C=C(C(=C1)C)S(=O)(=O)[O-])OC.OC=1C(=C2C=CC(=CC2=CC1)S(=O)(=O)[O-])N=NC1=C(C=C(C(=C1)C)S(=O)(=O)[O-])OC.[Al+3]